(6Z,9Z)-heptadeca-6,9-dien-3-one CCC(CC\C=C/C\C=C/CCCCCCC)=O